CN1C2=C(C=3C=C(C=CC13)C)CN(CC2)C(=O)OC(C)(C)C tert-butyl 5,8-dimethyl-1,3,4,5-tetrahydro-2H-pyrido[4,3-b]indole-2-carboxylate